C1N(CCC2=CC=CC=C12)C[C@H](CN1C(C2=CC=C(C=C2CC1)N1C(OCC1)=O)=O)O 3-[2-[(2R)-3-(3,4-Dihydro-1H-isochinolin-2-yl)-2-hydroxy-propyl]-1-oxo-3,4-dihydroisochinolin-6-yl]oxazolidin-2-on